3-(3-(cyclohexylmethoxy)phenyl)-2-methylacrylonitrile C1(CCCCC1)COC=1C=C(C=CC1)C=C(C#N)C